N-(5-((3-((6-methoxypyridin-3-yl)methyl)piperidin-1-yl)methyl)thiazol-2-yl)acetamide COC1=CC=C(C=N1)CC1CN(CCC1)CC1=CN=C(S1)NC(C)=O